3-((Dibenzylamino)methyl)cyclobutanone C(C1=CC=CC=C1)N(CC1=CC=CC=C1)CC1CC(C1)=O